C(C)(C)N1C=CC2=CC=CC=C12 1-isopropyl-1H-indol